6,6,8,8-tetramethyl-3-(1-methyl-1H-indol-5-yl)-5,6,7,8-tetrahydropyrido[4',3':4,5]thieno[2,3-d]pyrimidine-2,4(1H,3H)-dione CC1(CC2=C(SC=3NC(N(C(C32)=O)C=3C=C2C=CN(C2=CC3)C)=O)C(N1)(C)C)C